N-{(1R)-1-[3-(difluoromethyl)-2-fluorophenyl]ethyl}-2-methyl-6-(2-oxa-6-azaspiro[3.4]octan-6-yl)pyrido[3,4-d]pyrimidin-4-amine FC(C=1C(=C(C=CC1)[C@@H](C)NC=1C2=C(N=C(N1)C)C=NC(=C2)N2CC1(COC1)CC2)F)F